4-(3-(3-chlorophenyl)-1-((2-(trimethylsilyl)ethoxy)methyl)-1H-pyrazolo[3,4-d]pyrimidin-4-yl)morpholine ClC=1C=C(C=CC1)C1=NN(C2=NC=NC(=C21)N2CCOCC2)COCC[Si](C)(C)C